3-(hydroxymethyl)-N-(4-(4-morpholino-7-((2-(trimethylsilyl)ethoxy)methyl)-7H-pyrrolo[2,3-d]pyrimidin-6-yl)phenyl)benzenesulfonamide OCC=1C=C(C=CC1)S(=O)(=O)NC1=CC=C(C=C1)C1=CC2=C(N=CN=C2N2CCOCC2)N1COCC[Si](C)(C)C